5-((1S,5R)-1-(5-(3-fluoro-1-methylpiperidin-4-yl)-1,3,4-oxadiazol-2-yl)-5-(trifluoromethyl)-3-azabicyclo[3.1.0]hexane-3-yl)quinoline-8-carbonitrile FC1CN(CCC1C1=NN=C(O1)[C@@]12CN(C[C@]2(C1)C(F)(F)F)C1=C2C=CC=NC2=C(C=C1)C#N)C